8-methyl-4-oxo-5H-thieno[3,2-c]quinoline-2-carboxylic acid CC1=CC=2C3=C(C(NC2C=C1)=O)C=C(S3)C(=O)O